1-((4-(1,1-difluoro-2-hydroxy-2-methylpropyl)-1-((2-(trimethylsilyl)ethoxy)methyl)-1H-benzo[d]imidazol-2-yl)methyl)-3-nitropyridin-2(1H)-one FC(C(C)(C)O)(F)C1=CC=CC=2N(C(=NC21)CN2C(C(=CC=C2)[N+](=O)[O-])=O)COCC[Si](C)(C)C